C[Si](=[Si](CCCCCC)CCCCCC)C 1,1-dimethyl-2,2-dihexyldisilene